O1C(=CC=C1)C(=O)[O-].C(C)N1C=[N+](C=C1)C 1-ethyl-3-methylimidazolium furanformate